C1(=CC=CC=C1)CCC(C)NC1=NC=CC(=N1)N1CCCC1 N-(4-phenylbutan-2-yl)-4-(pyrrolidin-1-yl)pyrimidin-2-amine